fluoro-N-methoxy-N-methyl-3-(trifluoromethyl)pyridineamide FC1=C(C(=NC=C1)C(=O)N(C)OC)C(F)(F)F